(5-methoxypent-4-en-2-yl)benzene COC=CCC(C)C1=CC=CC=C1